(4S)-4-(1-fluoroethyl)-1,2,3-oxathiazolidine-3-carboxylic acid tert-butyl ester 2,2-dioxide C(C)(C)(C)OC(=O)N1S(OC[C@H]1C(C)F)(=O)=O